(2S,4r)-N-[4-cyano-4-(2-pyridinyl)cyclohexyl]-1-[(2S)-2-(4-cyclopropyltriazol-1-yl)-3,3-dimethyl-butyryl]-4-hydroxy-pyrrolidine-2-carboxamide C(#N)C1(CCC(CC1)NC(=O)[C@H]1N(C[C@@H](C1)O)C([C@H](C(C)(C)C)N1N=NC(=C1)C1CC1)=O)C1=NC=CC=C1